7-bromo-5-(4,4-difluoropiperidin-1-yl)-9-methyl-2-(trifluoromethyl)imidazo[1,2-c]quinazoline BrC1=CC(=CC=2C=3N(C(=NC12)N1CCC(CC1)(F)F)C=C(N3)C(F)(F)F)C